C(#N)CN([C@@H](CC1=CC=CC=C1)C(=O)O)N.O=C(CCC(=O)OCC#N)C1=CC=CC=C1 cyanomethyl 4-oxo-4-phenylbutanoate cyanomethyl-aminophenylalaninate